(E)-2-(4-(2-(5-Cyclopropyl-3-(2-(trifluoromethoxy)phenyl)isoxazol-4-yl)vinyl)bicyclo[2.2.2]octan-1-yl)benzo[d]thiazol C1(CC1)C1=C(C(=NO1)C1=C(C=CC=C1)OC(F)(F)F)/C=C/C12CCC(CC1)(CC2)C=2SC1=C(N2)C=CC=C1